C1(=CC=CC=C1)C(C=O)CCCCC phenylheptanal